FC1=C(C=CC=C1)N1CCN(CC1)C1=CC=NC2=CC=C(C=C12)C1=CC(=NC=C1)N 4-(4-(4-(2-fluorophenyl)piperazin-1-yl)quinolin-6-yl)pyridin-2-amine